N-hexadecyl-2-(3,4-di-tert-butylcarbonyloxy-phenyl)-3,5,7-tri-tert-butylcarbonyloxy-quinolin-4-one C(CCCCCCCCCCCCCCC)N1C(=C(C(C2=C(C=C(C=C12)OC(=O)C(C)(C)C)OC(=O)C(C)(C)C)=O)OC(=O)C(C)(C)C)C1=CC(=C(C=C1)OC(=O)C(C)(C)C)OC(=O)C(C)(C)C